C1=CC=CC=2C3=CC=CC=C3C(C12)COC(=O)N[C@H](C(=O)N1NCCC1)CC1=CC=CC=C1 (S)-2-(2-(((9H-fluoren-9-yl)methoxy)carbonylamino)-3-phenylpropionyl)pyrazolidine